C(C)(C)(C)OOC(=O)C=1C=C(C(=O)C2=CC(=C(C=C2)C(=O)OOC(C)(C)C)C(=O)OOC(C)(C)C)C=CC1C(=O)OOC(C)(C)C 3,3',4,4'-tetrakis(tert-butyldioxycarbonyl)benzophenone